C(=O)O.S1N=C(C2=C1C=CC=C2)N2CCNCC2 4-(benzo[d]isothiazol-3-yl)piperazine (1E)-Format